8-chloro-3-(5-(difluoromethyl)-1,3,4-thiadiazol-2-yl)-N-(1-(fluoromethyl)cyclopropyl)-N-(4-methoxybenzyl)imidazolo[1,5-a]pyridin-6-sulfonamide ClC=1C=2N(C=C(C1)S(=O)(=O)N(CC1=CC=C(C=C1)OC)C1(CC1)CF)C(=NC2)C=2SC(=NN2)C(F)F